iron-chlorobenzene salt ClC1=CC=CC=C1.[Fe]